4-(2-(Benzoylamino(carboxy)methyl)phenyl)butanoic acid C(C1=CC=CC=C1)(=O)NC(C1=C(C=CC=C1)CCCC(=O)O)C(=O)O